ClC=1C(=C(C=CC1)CO)N1CCC(CC1)(C)C [3-chloro-2-(4,4-dimethyl-1-piperidyl)phenyl]methanol